C1(CC1)/C(=C(/C(=O)OC)\C)/C1=C(C(=CC=C1)O)F methyl (Z)-3-cyclopropyl-3-(2-fluoro-3-hydroxyphenyl)-2-methylprop-2-enoate